N-Acetylspermidine C(C)(=O)NCCCCNCCCN